C(C)(C)(C)C1=C(C(=C2C(C(C(N(C2=N1)C(C)(C)C)=O)(CNC([O-])=O)C(C)(C)C)(C(C)(C)C)C(C)(C)C)C(C)(C)C)\C=C\C(=O)N(CC=1OC2=C(C1C)C=CC=C2)C.[K+] potassium hexa-tert-butyl-(E)-((6-(3-(methyl((3-methylbenzofuran-2-yl)methyl)amino)-3-oxoprop-1-en-1-yl)-2-oxo-1,2,3,4-tetrahydro-1,8-naphthyridin-3-yl)methyl)carbamate